CC1=CC2=C(OCC(CO2)=O)C=C1 7-methyl-2H-1,5-benzo-dioxepin-3(4H)-one